COC(C1=C(C=CC(=C1)I)OC)=O.C1(CC1)[C@H](C)N1C(C2=C(C=C(C=C2C1)C1=CNC=2N=C(N=C(C21)OC)NC(C)=O)OC(F)F)=O (S)-N-(5-(2-(1-cyclopropylethyl)-7-(difluoromethoxy)-1-oxoisoindolin-5-yl)-4-methoxy-7H-pyrrolo[2,3-d]pyrimidin-2-yl)acetamide methyl-5-iodo-2-methoxy-benzoate